N-(6-(3-isobutoxybenzyl)-5-isobutyryl-5-azaspiro[2.4]heptan-7-yl)methanesulfonamide C(C(C)C)OC=1C=C(CC2N(CC3(CC3)C2NS(=O)(=O)C)C(C(C)C)=O)C=CC1